1-((S)-1-(2-(trifluoromethyl)phenyl)ethyl)piperidine-4-carboxylic acid FC(C1=C(C=CC=C1)[C@H](C)N1CCC(CC1)C(=O)O)(F)F